BrCC(=O)NC=1N=NC(=C(C1)C(F)(F)F)C1=C(C=C(C=C1)C#C)O 2-bromo-N-(6-(4-ethynyl-2-hydroxyphenyl)-5-trifluoromethylpyridazin-3-yl)acetamide